2-methyl-7-(piperidin-4-yl)-1,3-benzoxazole-4-carboxamide CC=1OC=2C(N1)=C(C=CC2C2CCNCC2)C(=O)N